C(C)(C)(C)OC(NC=1C(=NC=CC1C1=NC=C(C=C1F)F)C1CCC(CC1)(F)F)=O (2'-(4,4-difluorocyclohexyl)-3,5-difluoro-[2,4'-bipyridyl]-3'-yl)carbamic acid tert-butyl ester